(3,5-Difluoropyridin-2-yl)malonic acid 1,3-dimethyl ester COC(C(C(=O)OC)C1=NC=C(C=C1F)F)=O